CC(C#CC(SC)=O)(C)N(CCOCC=1C=C(C=CC1)C)C S-methyl 4-methyl-4-[methyl-[2-(m-tolylmethoxy)ethyl]amino]pent-2-ynethioate